N-(2-ethylphenyl)maleimide C(C)C1=C(C=CC=C1)N1C(C=CC1=O)=O